N-(4-((3-((2,2-difluoro-3-hydroxypropyl)amino)-1H-pyrazolo[3,4-b]pyridin-4-yl)oxy)-3-fluorophenyl)-2-(4-fluorophenyl)-3-oxo-2,3-dihydropyridazine-4-carboxamide FC(CNC1=NNC2=NC=CC(=C21)OC2=C(C=C(C=C2)NC(=O)C=2C(N(N=CC2)C2=CC=C(C=C2)F)=O)F)(CO)F